tert-butyl N-[2-fluoro-4-(trifluoromethoxy)phenyl]-N-methylcarbamate FC1=C(C=CC(=C1)OC(F)(F)F)N(C(OC(C)(C)C)=O)C